O1C2=C(C=C1)CCC1=CC=CC=C12 4,5-dihydronaphtho[1,2-b]furan